1,3-dimethyl-4,5-dihydro-1H-imidazole CN1CN(CC1)C